(4-(3-fluoro-5-(trifluoromethyl)phenyl)piperidin-1-yl)(4-(3-hydroxyoxetan-3-yl)phenyl)methanone FC=1C=C(C=C(C1)C(F)(F)F)C1CCN(CC1)C(=O)C1=CC=C(C=C1)C1(COC1)O